C1(CCCC1)NC=1C=C(CC2(C(C=NC3=CC=CC=C23)N)N)C=CC1 4-(3-(cyclopentylamino)benzyl)quinoline-3,4-diamine